BrC1=CC=C(C(=O)NCC(=O)N2CC3(OCCO3)CC2C(=O)NCC=2SC=C(C2)C#N)C=C1 7-[2-[(4-bromobenzoyl)amino]acetyl]-N-[(4-cyano-2-thienyl)methyl]-1,4-dioxa-7-azaspiro[4.4]nonane-8-carboxamide